S=C1NC(C2=C(N1CC=1C(=NC=CC1)[C@H]1NCC[C@H](C1)C(F)(F)F)C=CN2)=O 2-Thioxo-1-((2-((2S,4R)-4-(trifluoromethyl)piperidin-2-yl)pyridin-3-yl)methyl)-1,2,3,5-tetrahydro-4H-pyrrolo[3,2-d]pyrimidin-4-one